FC(C(CC(=O)C=1SC=CC1)=O)(F)F 4,4,4-trifluoro-1-(2-thienyl)-1,3-butandione